4-chloro-5H,6H,7H,8H-pyrido[3,4-d]pyrimidine-7-carboxylic acid tert-butyl ester C(C)(C)(C)OC(=O)N1CC=2N=CN=C(C2CC1)Cl